(S)-3-((1R,3S)-1-(2-chloro-6-fluoro-3-(2-((3-fluoropropyl)amino)ethoxy)phenyl)-3-(difluoromethyl)-1,3,4,9-tetrahydro-2H-pyrido[3,4-b]indol-2-yl)-2-methylpropanoic acid ClC1=C(C(=CC=C1OCCNCCCF)F)[C@H]1N([C@@H](CC2=C1NC1=CC=CC=C21)C(F)F)C[C@@H](C(=O)O)C